(R)-4-((1-(3-(difluoromethyl)-2-fluorophenyl)ethyl)amino)-6-(1,1-dioxidotetrahydro-2H-thiopyran-4-yl)-2-methylpyrido[2,3-d]pyrimidin-7(8H)-one FC(C=1C(=C(C=CC1)[C@@H](C)NC=1C2=C(N=C(N1)C)NC(C(=C2)C2CCS(CC2)(=O)=O)=O)F)F